3-[1-[[3,5-bis(trifluoromethyl)benzoyl]amino]ethyl]-N-hydroxy-pyrazin FC(C=1C=C(C(=O)NC(C)C=2CN(C=CN2)O)C=C(C1)C(F)(F)F)(F)F